C(C1=CC=CC=C1)C1CCN(CC1)CCCNS(=O)(=O)C=1NC2=CC=CC=C2C1 N-(3-(4-benzylpiperidin-1-yl)propyl)-1H-indol-2-sulfonamide